4-(5-(4-(5-(difluoromethyl)-1,3,4-oxadiazol-2-yl)-2-fluorobenzyl)-1,2,4-oxadiazol-3-yl)aniline FC(C1=NN=C(O1)C1=CC(=C(CC2=NC(=NO2)C2=CC=C(N)C=C2)C=C1)F)F